C(C)(C)(C)OC(=O)N1C=CC2=C(C(=C(C=C12)C#N)Br)F 5-bromo-6-cyano-4-fluoroindole-1-carboxylic acid tert-butyl ester